ClC1=CC(=C(C=C1)N1N=NC(=C1CN1N=CC(=CC1=O)N1CC(C1)OCC(F)(F)F)C)F 2-[[3-(4-chloro-2-fluoro-phenyl)-5-methyl-triazol-4-yl]methyl]-5-[3-(2,2,2-trifluoro-ethoxy)azetidin-1-yl]pyridazin-3-one